4-Methoxy-N-(5-((6-methoxy-7-(3-morpholinopropoxy)chinolin-4-yl)oxy)pyridin-2-yl)picolinamid COC1=CC(=NC=C1)C(=O)NC1=NC=C(C=C1)OC1=CC=NC2=CC(=C(C=C12)OC)OCCCN1CCOCC1